Br(=O)(=O)O.N12CCN(CC1)CC2 1,4-diazabicyclo[2.2.2]Octane bromate